FC1=C(C=C(C=C1)C1=CC(=CC=C1)OC(F)(F)F)[C@H](CC(=O)OCC)NC(=O)NC=1C(N(C=CC1O)C)=O ethyl (S)-3-(4-fluoro-3'-(trifluoromethoxy)biphenyl-3-yl)-3-(3-(4-hydroxy-1-methyl-2-oxo-1,2-dihydropyridin-3-yl)ureido)propanoate